CC1(CC=2N3CCN(C(C3=CC2C1)=O)C1=NC=CC(=C1C=O)C1=CN(C(C(=C1)NC1=NC=NC(=C1)C)=O)C)C 2-{4,4-Dimethyl-9-oxo-1,10-diazatricyclo[6.4.0.02,6]dodeca-2(6),7-dien-10-yl}-4-{1-methyl-5-[(6-methylpyrimidin-4-yl)amino]-6-oxo-1,6-dihydropyridin-3-yl}pyridine-3-carbaldehyde